N-((S)-1-((3R,5'S)-5-ethynyl-2-oxospiro[indoline-3,3'-pyrrolidin]-1'-yl)-4-fluoro-4-methyl-1-oxopentan-2-yl)-7-fluoro-1H-indole-2-carboxamide C(#C)C=1C=C2C(=CC1)NC([C@@]21CN(CC1)C([C@H](CC(C)(C)F)NC(=O)C=1NC2=C(C=CC=C2C1)F)=O)=O